C(CCCCCCC\C=C/CCCCCCCC)N(C)CCCCCCCC\C=C/CCCCCCCC dioleyl-methylamine